3-((4-(4-(3-(1-benzylpiperidin-4-yl)propionyl)phenyl)piperidin-1-yl)methyl)-1H-indole-5-carbonitrile C(C1=CC=CC=C1)N1CCC(CC1)CCC(=O)C1=CC=C(C=C1)C1CCN(CC1)CC1=CNC2=CC=C(C=C12)C#N